Methyl-butenylpiperidine CC1N(CCCC1)C=CCC